7-(chloromethyl)-2-(3-methoxy-2-methyl-5,6,7,8-tetrahydroquinolin-5-yl)-5-(1-methyl-3-(trifluoromethyl)-1H-pyrazol-4-yl)-3,4-dihydroisoquinolin-1(2H)-one ClCC1=CC(=C2CCN(C(C2=C1)=O)C1C=2C=C(C(=NC2CCC1)C)OC)C=1C(=NN(C1)C)C(F)(F)F